COC1CC(=CC(C(CCOC(C2CCCCN2C(C(C2C(CCC(CC(C(=CC=CC=CC(CC(C1=O)C)C)C)OC)O2)C)=O)=O)=O)=O)C)C 19,30-dimethoxy-15,17,21,23,29,35-hexamethyl-11,36-dioxa-4-aza-tricyclo[30.3.1.04,9]hexatriaconta-16,24,26,28-tetraene-2,3,10,14,20-pentaone